1-boc-4-hydroxypiperidine C(=O)(OC(C)(C)C)N1CCC(CC1)O